BrC1=CC(=C2C(=NC(NC2=C1)([2H])Cl)Cl)F 7-bromo-2,4-dichloro-5-fluoroquinazoline-2-d